8,8,10-trimethyl-7,14-dioxa-4,10,19,20-tetraazatetracyclo[13.5.2.12,6.018,21]tricosa-1(20),2(23),3,5,15(22),16,18(21)-heptaen-9-one CC1(OC2=CN=CC(C3=NNC=4C=CC(OCCCN(C1=O)C)=CC34)=C2)C